[Si](C)(C)(C(C)(C)C)OCC1(CN(C=2N=C(N=CC21)NC2=CC=C(C=C2)N2CCN(CC2)C)C2=CC=CC(=N2)N2C(OC[C@@H]2C)=O)C (4S)-3-[6-[5-[[tert-butyl(dimethyl)silyl]oxymethyl]-5-methyl-2-[4-(4-methylpiperazin-1-yl)anilino]-6H-pyrrolo[2,3-d]pyrimidin-7-yl]-2-pyridyl]-4-methyl-oxazolidin-2-one